n-hexyl (n-decyl) phthalate C(C=1C(C(=O)OCCCCCCCCCC)=CC=CC1)(=O)OCCCCCC